NC1CC(C1)C(=O)NC=1C=CC(=NC1)C=1N=NN(C1NC(O[C@H](C)C=1C(=NC=CC1)Cl)=O)C (R)-1-(2-chloropyridin-3-yl)ethyl (4-(5-((1r,3R)-3-aminocyclobutane-1-carboxamido)pyridin-2-yl)-1-methyl-1H-1,2,3-triazol-5-yl)carbamate